ClC=1C=C(C=CC1F)NC(=O)[C@@H]1N(S(CC1)(=O)=O)C1=NC(=CC(=C1)C(F)(F)F)C (R)-N-(3-chloro-4-fluorophenyl)-2-(6-methyl-4-(trifluoromethyl)pyridin-2-yl)isothiazolidine-3-carboxamide 1,1-dioxide